1-Tert-butyl (3S,4S)-3-fluoro-4-(prop-2-yn-1-yloxy)piperidine-1-carboxylate F[C@H]1CN(CC[C@@H]1OCC#C)C(=O)OC(C)(C)C